tert-butyl (R)-4-(3-bromo-1H-pyrazolo[3,4-d]pyrimidin-4-yl)-2-methylpiperazine-1-carboxylate BrC1=NNC2=NC=NC(=C21)N2C[C@H](N(CC2)C(=O)OC(C)(C)C)C